(R)-N-(7-((4-(((R)-1-(3-bromophenyl)ethyl)amino)-6-methoxy-2-methyl-quinazolin-7-yl)oxy)heptyl)-2-(4-isobutylphenyl)propanamide BrC=1C=C(C=CC1)[C@@H](C)NC1=NC(=NC2=CC(=C(C=C12)OC)OCCCCCCCNC([C@H](C)C1=CC=C(C=C1)CC(C)C)=O)C